COP1(CS(OC1)(=O)=O)=O 4-methoxy-1,2,4-oxathiaphospholane-2,2,4-trioxide